C(CC(=O)C(=O)O)CN=C(N)N 2-Oxoarginine